tert-butyl (3R)-3-[[7-(3-hydroxy-1-naphthyl)-4-piperazin-1-yl-6,8-dihydro-5H-pyrido[3,4-d]pyrimidin-2-yl]oxymethyl]pyrrolidine-1-carboxylate OC=1C=C(C2=CC=CC=C2C1)N1CC=2N=C(N=C(C2CC1)N1CCNCC1)OC[C@H]1CN(CC1)C(=O)OC(C)(C)C